C1=C(C=CC2=CC=CC=C12)C=1C=C2C=CC(=C(C2=CC1)C1=C(C=CC2=CC(=CC=C12)C1=CC2=CC=CC=C2C=C1)OC1=C(C=C(C=C1)CO)C1=CC=CC=2SC3=CC=CC=C3SC12)OC1=C(C=C(C=C1)CO)C1=CC=CC=2SC3=CC=CC=C3SC12 [(6,6'-bis(naphthalen-2-yl)[1,1'-binaphthalene]-2,2'-diyl)bis{oxy[3-(thianthren-1-yl)-4,1-phenylene]}]dimethanol